8-methyl-N-vanillyl-6-nonenamide CC(C=CCCCCC(=O)NCC1=CC(OC)=C(O)C=C1)C